ClC1=C(C=CC=C1)C1C(CCC2N1N1C(C(N2C)=O)=C(C(C=C1)=O)O)CCOC 1-(2-chlorophenyl)-7-hydroxy-2-(2-methoxyethyl)-5-methyl-1,2,3,4,4a,5-hexahydrodipyrido[1,2-b:2',1'-f][1,2,4]triazine-6,8-dione